C(C)OC(=O)C=1NC=C(C1C#CC=1C=NC=CC1)C(=O)OCC 3-(pyridin-3-ylethynyl)-1H-pyrrole-2,4-dicarboxylic acid diethyl ester